N,N-bis(3-imidazolylpropyl)-N-octyl-amine N1C(=NC=C1)CCCN(CCCCCCCC)CCCC=1NC=CN1